6-((2-(dimethylamino)ethyl)(methyl)amino)-4-((4-methoxybenzyl)oxy)Pyrazolo[1,5-a]pyridine-3-carbonitrile CN(CCN(C=1C=C(C=2N(C1)N=CC2C#N)OCC2=CC=C(C=C2)OC)C)C